(1r,4R)-4',5'-dichloro-4-(3-chloroanilino)-2'-[(2R)-2-methyl-3-{[(5R)-5-methyl-5,6,7,8-tetrahydroquinolin-4-yl]oxy}propyl]-2',3'-dihydrospiro[cyclohexane-1,1'-indene]-4-carboxylic acid ClC1=C2CC(C3(C2=CC=C1Cl)CCC(CC3)(C(=O)O)NC3=CC(=CC=C3)Cl)C[C@H](COC3=CC=NC=1CCC[C@H](C31)C)C